ethyl 3-((2-methoxyethyl)amino)propanoate COCCNCCC(=O)OCC